COC(C1=CN=C(C(=C1)N)NC1=CC=C(C=C1)OC)=O 5-amino-6-((4-methoxyphenyl)amino)nicotinic acid methyl ester